CC1(CC=C(CC1)C(CC)=O)C 4,4-dimethyl-1-cyclohexen-1-ylpropanal